CN1CCN(CC1)CC1=C(C=C(C=C1)N1C(N(C(C1)=O)C1=CC=C(C=C1)OC1=C2C(=NC=C1)NC=C2)=O)C(F)(F)F 1-{4-[(4-methyl-1-piperazinyl)methyl]-3-(trifluoromethyl)phenyl}-3-[4-(1H-pyrrolo[2,3-b]pyridin-4-yloxy)phenyl]-2,4-imidazolidinedione